FC1=C(C(=CC=C1)F)C1=CC(=C2C=NC(=NN21)N[C@H]2[C@@H](CN(CC2)S(=O)(=O)C)F)F 7-(2,6-difluorophenyl)-5-fluoro-N-((3R,4R)-3-fluoro-1-(methylsulfonyl)piperidin-4-yl)pyrrolo[2,1-f][1,2,4]triazin-2-amine